[Br-].C(CCCCCCCCC)[N+](CC)(CC)CCCCCCCCCC Didecyl-diethyl-ammonium bromide